C(C1=CC=CC=C1)O[C@H]1C[C@@H](O[C@]1(COC(C1=CC=CC=C1)(C1=CC=C(C=C1)OC)C1=CC=C(C=C1)OC)COCC1=CC=CC=C1)N1C(N(C(C(=C1)F)=O)CC1=CC=C(C=C1)OC)=O 1-[(2R,4S,5S)-4-(benzyloxy)-5-[(benzyloxy)methyl]-5-{[bis(4-methoxyphenyl)(phenyl)methoxy]methyl}oxolan-2-yl]-5-fluoro-3-[(4-methoxyphenyl)methyl]-pyrimidine-2,4-dione